(S)-3-Methyl-1-(2,4,6-trimethylbenzyl)-3-(4-(trimethylphenyl)phenyl)pyrrolidin-2-one C[C@@]1(C(N(CC1)CC1=C(C=C(C=C1C)C)C)=O)C1=CC=C(C=C1)C1=C(C(=C(C=C1)C)C)C